CN(C(OC(C)(C)C)=O)CCC(C(=O)N(C(C)=O)C)C tert-butyl methyl(3-methyl-4-(N-methylacetamido)-4-oxobutyl)carbamate